CC1(CC1)C(C(=O)O)C 2-(1-methylcyclopropyl)propionic acid